(6-butyl-1H-benzo[d]imidazol-2-yl)carbamic acid C(CCC)C=1C=CC2=C(NC(=N2)NC(O)=O)C1